C(#N)CCOCCOCCC#N ethylene glycol bis(2-cyano ethyl) ether